(S)-6-methoxy-N-(4-(3-phenylisoxazolidin-2-yl)-7H-pyrrolo[2,3-d]pyrimidin-2-yl)-1,2,3,4-tetrahydroisoquinolin-7-amine COC=1C=C2CCNCC2=CC1NC=1N=C(C2=C(N1)NC=C2)N2OCC[C@H]2C2=CC=CC=C2